NC(CNC(=O)C1=CC=C(C(=N1)C(=O)OC)C=1C(=CC2=C(OCCC3=C2SC=C3)C1)C(NC1=CC=C(C=C1)CNC(=O)OC(C)(C)C)=O)=O methyl 6-((2-amino-2-oxoethyl)carbamoyl)-3-(9-((4-(((tert-butoxycarbonyl)amino)methyl)phenyl)carbamoyl)-4,5-dihydrobenzo[b]thieno[2,3-d]oxepin-8-yl)picolinate